dibenzo-isoindole C=1NC=C2C3=C(C4=C(C12)C=CC=C4)C=CC=C3